C1(CC1)S(=O)(=O)N1N=CC(=C1)C1=NC=CC(=N1)NC1=NC=C(C(=C1)NC1CCC(CC1)CN(C)C)C#CC=1C=NN(C1)CC(F)F N2-(2-(1-(Cyclopropylsulfonyl)-1H-pyrazol-4-yl)pyrimidin-4-yl)-5-((1-(2,2-difluoroethyl)-1H-pyrazol-4-yl)ethynyl)-N4-((1s,4s)-4-((dimethylamino)methyl)cyclohexyl)pyridine-2,4-diamine